FC1=C(N=CC2=C1N=C(N=C2N2C[C@@H](NCC2)CC#N)OC[C@]21CCCN1C[C@@H](C2)F)C2=C(C=CC(=C2)F)C(F)(F)F 2-((S)-4-(8-fluoro-7-(5-fluoro-2-(trifluoromethyl)phenyl)-2-(((2R,7aS)-2-fluorotetrahydro-1H-pyrrolizin-7a(5H)-yl)methoxy)pyrido[4,3-d]pyrimidin-4-yl)piperazin-2-yl)acetonitrile